Cl.ClC=1C=C2[C@H](CCN(C2=NC1)C)N (S)-6-chloro-1-methyl-1,2,3,4-tetrahydro-1,8-naphthyridin-4-amine hydrochloride